(R)-(4-chloro-3,5-difluoro-1H-indol-2-yl)(3-methylpiperazin-1-yl)methanone ClC1=C2C(=C(NC2=CC=C1F)C(=O)N1C[C@H](NCC1)C)F